1-(6-bromobenzo[b]thiophen-2-yl)-3,3-difluorocyclobutyl acetate C(C)(=O)OC1(CC(C1)(F)F)C1=CC2=C(S1)C=C(C=C2)Br